Cl.ClC=1C=C(C=CC1)N1N=C2C(=C1C(=O)NCC1=NN(C(=C1)C)C)CN(C2=O)C2=CC=C1CCNCC1=C2 2-(3-Chlorophenyl)-N-[(1,5-dimethylpyrazol-3-yl)methyl]-6-oxo-5-(1,2,3,4-tetrahydroisoquinolin-7-yl)-4H-pyrrolo[3,4-c]pyrazole-3-carboxamide hydrochloride